1,4-di-tert-butyltetrasulfane C(C)(C)(C)SSSSC(C)(C)C